5-chloro-3-[(2-hydroxy-6-oxo-1-cyclohexen-1-yl)carbonyl]-1-(4-methoxyphenyl)-2(1H)-quinoxalinone ClC1=C2N=C(C(N(C2=CC=C1)C1=CC=C(C=C1)OC)=O)C(=O)C1=C(CCCC1=O)O